tert-butyl {[(1r,4r)-4-{3-[5-(trifluoromethyl)pyrimidin-2-yl]-1,2,4-oxadiazol-5-yl}cyclohexyl]methyl}carbamate FC(C=1C=NC(=NC1)C1=NOC(=N1)C1CCC(CC1)CNC(OC(C)(C)C)=O)(F)F